ClC1=NC=C(C(=C1)C1=C(C=NC(=C1)C)C(=O)NC=1SC=2C(=NC=C(C2)C2=CCC(CC2)O)N1)OC 2'-chloro-N-(6-(4-hydroxycyclohex-1-en-1-yl)thiazolo[4,5-b]pyridin-2-yl)-5'-methoxy-6-methyl-[4,4'-bipyridine]-3-carboxamide